7-((1r,4r)-4-(2-Fluoro-6-methylphenyl)cyclohexyl)-5-((3-methoxypyrazin-2-yl)methyl)-3-methylpyrido[2,3-b]pyrazin-6(5H)-one FC1=C(C(=CC=C1)C)C1CCC(CC1)C1=CC=2C(=NC(=CN2)C)N(C1=O)CC1=NC=CN=C1OC